2,4,10-triazatetracyclo[7.7.0.0^[3,7].0^[11,15]]Hexadecane-1(9),2,5,7-tetraene C1=2N=C3NC=CC3=CC2NC2CCCC2C1